The molecule is a galactosylceramide that is beta-D-galactosylsphinganine in which the ceramide N-acyl group is specified as hexanoyl. It derives from a hexanoic acid. CCCCCCCCCCCCCCC[C@H]([C@H](CO[C@H]1[C@@H]([C@H]([C@H]([C@H](O1)CO)O)O)O)NC(=O)CCCCC)O